O=C1CSC2=C(N1)C=CC=C2C2CCN(CC2)C(=O)OC(C)(C)C tert-butyl 4-(3-oxo-4H-1,4-benzothiazin-8-yl)piperidine-1-carboxylate